BrC=1C(=C(OC2CCC(CC2)OCCC=O)C=CC1)C 3-(((1r,4r)-4-(3-bromo-2-methylphenoxy)cyclohexyl)oxy)propanal